[NH4+].NC(CS(=O)(=O)[O-])(C)C 2-amino-2-methyl-1-propanesulphonic acid, ammonium salt